4-(4-((5-cyano-4-(4-fluorophenyl)thiazol-2-yl)(methyl)amino)quinolin-6-yl)piperazine-1-carboxylic acid tert-butyl ester C(C)(C)(C)OC(=O)N1CCN(CC1)C=1C=C2C(=CC=NC2=CC1)N(C)C=1SC(=C(N1)C1=CC=C(C=C1)F)C#N